N-(3-(5-((2,6-Dioxopiperidin-3-yl)amino)pyridin-3-yl)prop-2-yn-1-yl)-5-(8-(7-isopropyl-1,3-dimethyl-2-oxo-2,3-dihydro-1H-benzo[d]imidazol-5-yl)isoquinolin-3-yl)picolinamide O=C1NC(CCC1NC=1C=C(C=NC1)C#CCNC(C1=NC=C(C=C1)C=1N=CC2=C(C=CC=C2C1)C1=CC2=C(N(C(N2C)=O)C)C(=C1)C(C)C)=O)=O